C(C)N(NC(=O)NN)OC(C)(C)C N-ethyltert-butoxycarbohydrazide